tert-butyl (5S)-5-methyl-2-oxo-piperidine-1-carboxylate C[C@H]1CCC(N(C1)C(=O)OC(C)(C)C)=O